1-(4-(4-((4-(ethylamino)-3-(trifluoromethyl)-1H-pyrrolo[2,3-b]pyridin-6-yl)amino)-3-methoxyphenyl)-4-oxido-1,4-azaphosphinan-1-yl)ethan-1-one C(C)NC1=C2C(=NC(=C1)NC1=C(C=C(C=C1)P1(CCN(CC1)C(C)=O)=O)OC)NC=C2C(F)(F)F